4-[2-((1r,2r)-2-hydroxycyclohexylamino)-benzothiazol-6-yloxy]-pyridine-2-carboxylic acid methylamide CNC(=O)C1=NC=CC(=C1)OC1=CC2=C(N=C(S2)N[C@H]2[C@@H](CCCC2)O)C=C1